(7S,8aS)-7-(3-([1,2,4]triazolo[1,5-a]pyridin-5-yl)propyl)hexahydropyrrolo[1,2-a]pyrazin-6(2H)-one N=1C=NN2C1C=CC=C2CCC[C@H]2C[C@@H]1N(CCNC1)C2=O